N1CCC2(CC1)COC1=CC=3C(NC(C3C=C12)=O)=O spiro[furo[2,3-f]isoindole-3,4'-piperidine]-5,7-dione